6-[1-[3-fluoro-3-[[4-(2-fluoro-4-nitro-phenyl)piperazin-1-yl]methyl]cyclobutyl]pyrazol-4-yl]-4-(6-fluoro-3-pyridyl)pyrazolo[1,5-a]pyrazine-3-carbonitrile FC1(CC(C1)N1N=CC(=C1)C=1N=C(C=2N(C1)N=CC2C#N)C=2C=NC(=CC2)F)CN2CCN(CC2)C2=C(C=C(C=C2)[N+](=O)[O-])F